CC1=CC=C(CO)O1 5-methyl-furfuryl alcohol